(S)-quinuclidin-3-yl (7'-(2-(trifluoromethyl)phenyl)-3',4'-dihydro-1'H-spiro[cyclopropane-1,2'-naphthalen]-1'-yl)carbamate FC(C1=C(C=CC=C1)C1=CC=C2CCC3(C(C2=C1)NC(O[C@@H]1CN2CCC1CC2)=O)CC3)(F)F